Cl.C[Si]1(C=CC(CC1)N)C 1,1-Dimethylsilacyclohexen-4-amine HCl salt